2-(2-Aminothiazol-4-yl)-N-[4-(2-{[(2R)-2-Hydroxy-2-Phenylethyl]Amino}Ethyl)Phenyl]Acetamide NC=1SC=C(N1)CC(=O)NC1=CC=C(C=C1)CCNC[C@@H](C1=CC=CC=C1)O